tert-butyl-(S)-3-((dimethylamino)methyl)piperidine C(C)(C)(C)N1C[C@@H](CCC1)CN(C)C